3-chloro-2-(6-((trans-3-hydroxycyclobutyl)amino)pyridazin-3-yl)-5-(trifluoromethyl)phenol ClC=1C(=C(C=C(C1)C(F)(F)F)O)C=1N=NC(=CC1)N[C@@H]1C[C@H](C1)O